ClC1=C(C(=O)Cl)C=C(C=C1)C=1C=NN(C1)C=1N(N=C(C1C(F)(F)F)OC)C 2-chloro-5-[1-[5-methoxy-2-methyl-4-(trifluoromethyl)pyrazol-3-yl]pyrazol-4-yl]benzoyl chloride